[Ti].CCC(CC(=O)OOC(C)C)=O.CCC(CC(=O)OOC(C)C)=O di(i-propoxy) bis(methylacetoacetate) titanium